1-methyl-4-hydroxymethylnaphthalene CC1=CC=C(C2=CC=CC=C12)CO